C12C=CC(C(C1)C(=O)O)C2 exo-norbornene-5-carboxylic acid